2-(6-(2-azaspiro[3.3]heptan-2-yl)pyrimidin-4-yl)-4-(1H-1,2,3-triazol-1-yl)-1,2-dihydro-3H-pyrazol-3-one C1N(CC12CCC2)C2=CC(=NC=N2)N2NC=C(C2=O)N2N=NC=C2